C1(CC1)N[C@H]1CC=2C(=CSC2)CC1 |r| racemic-N-cyclopropyl-4,5,6,7-tetrahydro-2-benzothiophen-5-amine